1Z-hexadecene C=CCCCCCCCCCCCCCC